(+/-)-ethyl 3-(5-bromo-2-hydroxy-3-nitrophenyl)-3-phenylpropanoate BrC=1C=C(C(=C(C1)[C@H](CC(=O)OCC)C1=CC=CC=C1)O)[N+](=O)[O-] |r|